Bis(tert-butylcyclopentadienyl)zirconium C(C)(C)(C)C1(C=CC=C1)[Zr]C1(C=CC=C1)C(C)(C)C